FC1([C@H](CNC1)N(C(=O)N1[C@H](C2=CC=CC=C2CC1)C1=CC=C(C=C1)F)C)F (S)-N-((S)-4,4-difluoropyrrolidin-3-yl)-1-(4-fluorophenyl)-N-methyl-3,4-dihydroisoquinoline-2(1H)-carboxamide